NC1=CC=CC(=N1)S(=O)(=O)NC(=O)C=1C(=NC(=CC1)C=1C=NC(=CC1)OC(C)C)N1CCC(CC1)OC1=CC=CC=C1 N-[(6-Amino-2-pyridyl)sulfonyl]-6-(6-isopropoxy-3-pyridyl)-2-(4-phenoxy-1-piperidyl)pyridin-3-carboxamid